N-[(1S)-2-[[5-chloro-6-(trifluoromethyl)-3-pyridinyl]amino]-1-methyl-2-oxo-ethyl]carbamic acid tert-butyl ester C(C)(C)(C)OC(N[C@H](C(=O)NC=1C=NC(=C(C1)Cl)C(F)(F)F)C)=O